C(CC)(=O)N1C(=NC(=C1)C1=CC=C(C=C1)C)C1N(CCCC1)C(CC)=O 1-(2-(3-propionyl-5-(p-tolyl)imidazol-2-yl)piperidin-1-yl)propan-1-one